potassium trifluoro(iodomethyl)borate [B-](CI)(F)(F)F.[K+]